1-oxa-2-azaspiro[4.5]dec-2-en-8-ol O1N=CCC12CCC(CC2)O